N-[[6-(2-methylsulfonylbenzoyl)-6-azaspiro[2.5]octan-2-yl]methyl]furo[2,3-c]pyridine-2-carboxamide CS(=O)(=O)C1=C(C(=O)N2CCC3(C(C3)CNC(=O)C3=CC=4C(=CN=CC4)O3)CC2)C=CC=C1